CC(C(=O)OC)(CCN1CC2(C1)CN(C2)S(=O)(=O)C2=C(NC(=CC2)C(F)(F)F)C)C methyl 2,2-dimethyl-4-(6-((2-methyl-6-(trifluoromethyl)-1,4-dihydropyridin-3-yl)sulfonyl)-2,6-diazaspiro[3.3]heptan-2-yl)butanoate